[Br-].C(COCCOCCOCCO)O tetraethylene glycol bromide